[Cl-].[Cl-].C(C(C)C)C(CC(C)C)=[Zr+2](C1=CC=CC=2C3=CC=CC=C3CC12)C1C=CC=C1 diisobutylmethylene(cyclopentadienyl)(fluorenyl)zirconium dichloride